C(C)(C)(C)OC(=O)N1CCC(CC1)CC1=NC=2C(=NC(=CC2)C(=O)OC)N1C[C@H]1OCC1 methyl (S)-2-((1-(tert-butoxycarbonyl) piperidin-4-yl)methyl)-3-(oxetan-2-ylmethyl)-3H-imidazo[4,5-b]pyridine-5-carboxylate